N(=[N+]=[N-])CCCCC(=O)N(S(=O)(=O)C1=CC=C(C(=O)NCCOCCNC(=O)C(CC)(CC)NC(=O)C2=NN(C(=C2C)C2=CC=C(C=C2)Cl)C2=C(C=C(C=C2)Cl)Cl)C=C1)CC#N N-(3-((2-(2-(4-(N-(5-Azidopentanoyl)-N-(cyanomethyl)sulfamoyl)benzamido)ethoxy)ethyl)carbamoyl)pentan-3-yl)-5-(4-chlorophenyl)-1-(2,4-dichlorophenyl)-4-methyl-1H-pyrazole-3-carboxamide